C1(=CC=CC2=CC=CC=C12)CC(=O)O.C1(=CC=CC2=CC=CC=C12)CC(=O)N 2-(naphthalene-1-yl)acetamide (2-(naphthalene-1-yl) acetate)